tert-Butyl 6-((4-chloro-2-fluorobenzyl)oxy)-3',6'-dihydro-[2,4'-bipyridine]-1'(2'H)-carboxylate ClC1=CC(=C(COC2=CC=CC(=N2)C=2CCN(CC2)C(=O)OC(C)(C)C)C=C1)F